CN1C=C(C2=CC=CC=C12)C1CN(CC1)CCCC1=NN=C(N1C(C)C)C 1-methyl-3-(1-(3-(5-methyl-4-(prop-2-yl)-4H-1,2,4-triazol-3-yl)propyl)pyrrolidin-3-yl)-1H-indole